2-bromo-4-chlorothieno[2,3-b]pyridine BrC1=CC=2C(=NC=CC2Cl)S1